furazan ammonium salt [NH4+].O1N=CC=N1